methane-13C1 [13CH4]